C[C@H](C=C)N(C(OCC)=O)CC=O ethyl (R)-but-3-en-2-yl-(2-oxoethyl)carbamate